tert-butyl 4-[[1-[5-(1-methoxy carbonyl-2-methyl-propyl)isoxazol-3-yl]azetidin-3-yl]methyl]piperidine-1-carboxylate COC(=O)C(C(C)C)C1=CC(=NO1)N1CC(C1)CC1CCN(CC1)C(=O)OC(C)(C)C